Cl.Cl.C(CCCCCCCCCN1C=CC(C=C1)=NCCCCCCCC)N1C=CC(C=C1)=NCCCCCCCC N,N'-(1,10-decandiyldi-1-pyridinyl-4-yliden)-bis-(1-octanamin)-dihydrochlorid